C1(=CC=CC=C1)C1=C(C(=C(C2=C1SC1=C2C=CC=C1)C1=C(C=CC=C1)C1=NN=NC(=C1C1=C(C=CC=C1)C1=CC=CC=C1)C1=CC=CC=C1)C1=CC=CC=C1)C1=C(C=CC=C1)C1=CC=CC=C1 phenyl(biphenylyl)Phenyl{[phenyl(biphenylyl)triazinyl]phenyl}dibenzothiophene